C(N)(=N)N1CCN(CC1)C1=CC(=NC(=C1)C1=CC=C(C=C1)OC1=CC=C(C=C1)F)C(=O)N 4-(4-carbamimidoyl-piperazin-1-yl)-6-(4-(4-fluorophenoxy)phenyl)picolinamide